Caproyl-glycerol tert-butyl-2-((1-((3-((4-chlorobenzyl)carbamoyl)-1-methyl-7-oxo-1,4,5,7-tetrahydro-6H-pyrazolo[3,4-c]pyridin-6-yl)methyl)cyclopropyl)sulfonyl)-2-methylpropanoate C(C)(C)(C)CC(C(=O)OC(C(O)CO)C(CCCCC)=O)(C)S(=O)(=O)C1(CC1)CN1C(C2=C(CC1)C(=NN2C)C(NCC2=CC=C(C=C2)Cl)=O)=O